C1CO1.C=CC Propylene ethylene oxide